(pyridin-4-yl)propan-2-one N1=CC=C(C=C1)CC(C)=O